ethyl 2-[2-({2-[5'-fluoro-1'-methyl-3-(piperidin-4-yl)-[4,6'-biindazol]-1-yl]acetamido}methyl)-1,3-thiazol-4-yl]acetate FC=1C=C2C=NN(C2=CC1C=1C=2C(=NN(C2C=CC1)CC(=O)NCC=1SC=C(N1)CC(=O)OCC)C1CCNCC1)C